Dimercaptoserinol Phosphoramidite P(O)(N)OC[C@H](N(S)S)CO